FC=1C(=C(C=CC1F)[C@@H]1[C@@H](O[C@]([C@@H]1C)(C(F)(F)F)C)C(=O)NC1=C(C(=NC=C1)C(=O)N)C)OC 4-[[(2R,3R,4R,5R)-3-(3,4-Difluoro-2-methoxy-phenyl)-4,5-dimethyl-5-(trifluoromethyl)tetrahydrofuran-2-carbonyl]amino]-3-methyl-pyridin-2-carboxamid